FC=1C=C(N)C=C(C1F)OC 3,4-difluoro-5-methoxyaniline